CC1=C(C=NN1C1CN(C1)[C@@H]1CNCC1)C=1C=C(C=2N(C1)N=CC2C#N)O[C@H](C)C2=NC=CC=C2 6-(5-Methyl-1-[1-[(3S)-pyrrolidin-3-yl]azetidin-3-yl]pyrazol-4-yl)-4-[(1R)-1-(pyridin-2-yl)ethoxy]pyrazolo[1,5-a]pyridine-3-carbonitrile